FC1=C(CN2C(C3(CC2)CCN(CC3)C(=O)C3=CC=C2C=CN(C2=C3)C)=O)C=C(C=C1)F 2-(2,5-difluorobenzyl)-8-(1-methyl-1H-indole-6-carbonyl)-2,8-diazaspiro[4.5]decan-1-one